C(C)OC(CC1=C(C(=O)O)C=C(C=C1)C(F)(F)F)=O 2-(2-ethoxy-2-oxoethyl)-5-(trifluoromethyl)benzoic acid